ClC=1C(=C(C(=NC1)C)NC(/C(=C/C1=CC=C2C(=NNC2=C1F)C)/F)=O)C (Z)-N-(5-Chloro-2,4-dimethylpyridin-3-yl)-2-fluoro-3-(7-fluoro-3-methyl-1H-indazol-6-yl)acrylamide